1-(tert-butyl)-9,10-bis[2-carboxy(4-cyclohexenyl)]carbonyloxyanthracene C(C)(C)(C)C1=CC=CC2=C(C3=CC=CC=C3C(=C12)OC(=O)C1C(CC=CC1)C(=O)O)OC(=O)C1C(CC=CC1)C(=O)O